1-(3-(4-((3-chloro-2-fluoro-4-methoxyphenyl)amino)quinazolin-6-yl)-3-methylazetidin-1-yl)prop-2-en-1-one ClC=1C(=C(C=CC1OC)NC1=NC=NC2=CC=C(C=C12)C1(CN(C1)C(C=C)=O)C)F